C1(CCC1)NC1=NC=C(C(=N1)NC=1C=C2C(=NC1)NC=C2)C(F)(F)F N2-cyclobutyl-N4-(1H-pyrrolo[2,3-b]pyridin-5-yl)-5-(trifluoromethyl)pyrimidine-2,4-diamine